C1(CC1)C1=CC=C(C(=N1)F)C1=C(C=NN1C1CCOCC1)C(=O)O 5-(6-Cyclopropyl-2-fluoropyridin-3-yl)-1-(oxan-4-yl)pyrazole-4-carboxylic acid